rel-(4aS,8aS)-8,8-Difluoro-6-[3-[[2-fluoro-4-(trifluoromethyl)phenyl]methoxy]azetidine-1-carbonyl]-4a,5,7,8a-tetrahydro-4H-pyrido[4,3-b][1,4]oxazin-3-one FC1(CN(C[C@H]2[C@@H]1OCC(N2)=O)C(=O)N2CC(C2)OCC2=C(C=C(C=C2)C(F)(F)F)F)F |o1:5,6|